2-hydroxymethyl-2-dimethylaminopropane-1,3-diol OCC(CO)(CO)N(C)C